CN(C1=NC=CC=C1COC=1C=CC2=C(C(=C(O2)C)C(=O)OCC)C1)C ethyl 5-((2-(dimethylamino)pyridin-3-yl)methoxy)-2-methylbenzofuran-3-carboxylate